ClC1=NN2C=3CCCN(C3C=NC2=C1)C1=CC=C(C=C1)[C@@H](C(F)(F)F)N(C(=O)C1CCN(CC1)C(=O)OC(C)(C)C)C Tert-butyl 4-[[(1S)-1-[4-(4-chloro-2,3,7,10-tetrazatricyclo[7.4.0.02,6]trideca-1(9),3,5,7-tetraen-10-yl)phenyl]-2,2,2-trifluoro-ethyl]-methyl carbamoyl]piperidine-1-carboxylate